3-chloro-2-fluoro-6-hydroxybenzoic acid ClC=1C(=C(C(=O)O)C(=CC1)O)F